N4-((8-fluoroimidazo[1,2-a]pyridin-2-yl)methyl)-1-methyl-1H-benzo[d]imidazole-2,4-diamine FC=1C=2N(C=CC1)C=C(N2)CNC2=CC=CC=1N(C(=NC12)N)C